N1=NC(CC1)=O 1,2-Diazolin-3-on